(rac)-((1s,3s)-3-hydroxy-3-methylcyclobutyl)(6-(3-(trifluoromethyl)benzyl)-2-azaspiro[3.4]oct-2-yl)methanone OC1(CC(C1)C(=O)N1CC2(C1)C[C@H](CC2)CC2=CC(=CC=C2)C(F)(F)F)C |r|